CC1=[Si](C=CC=C1)C dimethylsilin